benzyl 4-(4-nitrophenoxy)carbonyloxydecanoate [N+](=O)([O-])C1=CC=C(OC(=O)OC(CCC(=O)OCC2=CC=CC=C2)CCCCCC)C=C1